1-((3R,5S)-4-(7-(3-amino-5-methyl-1H-indazol-4-yl)-6-chloro-2-(3-(dimethylamino)azetidin-1-yl)-8-fluoroquinazolin-4-yl)-3,5-dimethylpiperazin-1-yl)prop-2-en-1-one NC1=NNC2=CC=C(C(=C12)C1=C(C=C2C(=NC(=NC2=C1F)N1CC(C1)N(C)C)N1[C@@H](CN(C[C@@H]1C)C(C=C)=O)C)Cl)C